(S)-1'-(2-((2-amino-3-chloropyridin-4-yl)thio)-5H-pyrrolo[2,3-b]pyrazin-6-yl)-5,7-dihydrospiro[cyclopenta[b]pyridine-6,4'-piperidin]-5-amine NC1=NC=CC(=C1Cl)SC=1N=C2C(=NC1)NC(=C2)N2CCC1(CC2)[C@@H](C=2C(=NC=CC2)C1)N